ClC1=NC=2C=NC(=NC2N(C1=O)C1=CC=C(C=C1)OC(F)F)OCC1CC1 6-chloro-2-(cyclopropylmethoxy)-8-(4-(difluoromethoxy)phenyl)pteridin-7(8H)-one